4-[1-[2-[5-cyclopropyl-3-(difluoromethyl)pyrazol-1-yl]acetyl]-4-piperidinyl]-N-tetrahydronaphthalen-1-yl-tetrahydrobenzoxazepine-2-Carboxamide C1(CC1)C1=CC(=NN1CC(=O)N1CCC(CC1)C1CN(OC=2C(C1)CC=CC2)C(=O)NC2CCCC1=CC=CC=C21)C(F)F